(R/S)-2-(4-(5-chloropyrimidin-2-yl)piperidin-1-yl)-4-((1-hydroxymethylcyclobutyl)amino)-6,7-dihydrothieno[3,2-d]pyrimidine 5-oxide ClC=1C=NC(=NC1)C1CCN(CC1)C=1N=C(C2=C(N1)CC[S@]2=O)NC2(CCC2)CO |r|